CC1=C(C(=CC(=C1)C(C)(C)C)C)S(F)(F)F 2,6-dimethyl-4-t-butyl-trifluorosulfanylbenzene